(S)-3-(1-hydroxypropan-2-yl)-6,8-bis(pyridin-4-yl)pyrido[3,4-d]pyrimidin-4(3H)-one OC[C@H](C)N1C=NC2=C(C1=O)C=C(N=C2C2=CC=NC=C2)C2=CC=NC=C2